C1(CC1)C=1C=C(C(=NC1)C=1OC2=C(N1)C=C(C=C2)OC(F)(F)F)SCC 2-(5-cyclopropyl-3-ethylsulfanyl-2-pyridinyl)-5-(trifluoromethoxy)-1,3-benzoxazole